7-((7-((2-((3r,5r,7r)-Adamantan-1-yl)ethyl)(methyl)amino)heptyl)oxy)-N-((R)-1-(3-bromophenyl)ethyl)-6-methoxy-2-methylquinazolin-4-amine C12(CC3CC(CC(C1)C3)C2)CCN(CCCCCCCOC2=C(C=C3C(=NC(=NC3=C2)C)N[C@H](C)C2=CC(=CC=C2)Br)OC)C